2,3,5,6-tetrabromobenzyl ether BrC1=C(COCC2=C(C(=CC(=C2Br)Br)Br)Br)C(=C(C=C1Br)Br)Br